(R)-N-(3-Amino-2-fluoropropyl)-2-(1-(cyclopropylmethyl)-1H-pyrrolo[2,3-b]pyridin-2-yl)-4-methoxy-3-methylpyrazolo[1,5-a]pyrazine-6-carboxamide NC[C@H](CNC(=O)C=1N=C(C=2N(C1)N=C(C2C)C2=CC=1C(=NC=CC1)N2CC2CC2)OC)F